C1(CCCC1)NC1=CC(=CC=2C(C3=CC=CC=C3NC12)(C)C)C(=O)NCCN1CCNCC1 4-(Cyclopentylamino)-9,9-dimethyl-N-(2-(piperazin-1-yl)ethyl)-9,10-dihydroacridine-2-carboxamide